N-(2-(hydroxy(phenyl)methyl)-5-methoxyphenyl)-p-toluenesulfonamide OC(C1=C(C=C(C=C1)OC)NS(=O)(=O)C1=CC=C(C)C=C1)C1=CC=CC=C1